C(C1=CC=CC=C1)OC(=O)N[C@H](CC(=O)[O-])C(C)O (3R)-3-(((benzyloxy) carbonyl) amino)-4-hydroxypentanoate